[Si].[Al].ClCC(=O)NC=1SC=C(N1)C1=CC(=CC=C1)NS(=O)(=O)C1=CC=C(C=C1)CCCCC 2-Chloro-N-(4-(3-((4-pentylphenyl)sulphonamido)phenyl)thiazol-2-yl)acetamide ALUMINUM-SILICON